(2S)-4-[2-tert-butoxyethyl-[4-(5,6,7,8-tetrahydro-1,8-naphthyridin-2-yl)butyl]amino]-2-[(2,2-dimethylpyrrolidine-1-carbonyl)amino]butanoic acid C(C)(C)(C)OCCN(CC[C@@H](C(=O)O)NC(=O)N1C(CCC1)(C)C)CCCCC1=NC=2NCCCC2C=C1